tert-butyl N-{7-[(2-methyl-4-oxo-1,4-dihydroquinazolin-1-yl)methyl]quinolin-2-yl}carbamate CC=1N(C2=CC=CC=C2C(N1)=O)CC1=CC=C2C=CC(=NC2=C1)NC(OC(C)(C)C)=O